(3,5-dichloro-4-((4-methylquinolin-6-yl)oxy)phenyl)-5-oxo-4,5-dihydro-1,2,4-oxadiazole-3-carboxamide ClC=1C=C(C=C(C1OC=1C=C2C(=CC=NC2=CC1)C)Cl)N1C(=NOC1=O)C(=O)N